CC1(C(N(C(N1)=O)C1=CC=C(C=C1)OC1=CC(=CC=C1)OC)=O)C 5,5-dimethyl-3-(4-{[3-(methyloxy)phenyl]oxy}phenyl)-2,4-imidazolidinedione